N-{3-[3-(2-methoxyethoxy)propoxy]-1-[(1r,4r)-4-(morpholin-4-yl)cyclohexyl]-1H-pyrazol-4-yl}pyrimidin-2-amine COCCOCCCOC1=NN(C=C1NC1=NC=CC=N1)C1CCC(CC1)N1CCOCC1